NC1=C2C(=NC=N1)N(N=C2I)C[C@@H]2N(CC2)C(=O)OC(C)(C)C tert-butyl (R)-2-((4-amino-3-iodo-1H-pyrazolo[3,4-d]pyrimidin-1-yl)methyl)azetidine-1-carboxylate